(1R,4R)-5-((S)-8-((4-(difluoromethoxy)phenyl)sulfonyl)-8-azaspiro[4.5]decan-2-yl)-2-oxa-5-azabicyclo[2.2.1]heptane FC(OC1=CC=C(C=C1)S(=O)(=O)N1CCC2(CC[C@@H](C2)N2[C@H]3CO[C@@H](C2)C3)CC1)F